1-(4-(5-(trifluoromethyl)-1,2,4-oxadiazol-3-yl)phenyl)-2-(3-(trifluoromethyl)phenoxy)ethan-1-one FC(C1=NC(=NO1)C1=CC=C(C=C1)C(COC1=CC(=CC=C1)C(F)(F)F)=O)(F)F